5-Amino-2-(propan-2-yl)pyrazolo[1,5-a]pyridine-3-carboxylic acid ethyl ester C(C)OC(=O)C=1C(=NN2C1C=C(C=C2)N)C(C)C